C1(CC1)[C@H]1N(CC[C@@H]1NC(C(C)(F)F)=O)C=1C=C2C=NN(C2=CC1)C1=CC=C(C=C1)F N-((2R,3S)-2-cyclopropyl-1-(1-(4-fluorophenyl)-1H-indazol-5-yl)pyrrolidin-3-yl)-2,2-difluoropropanamide